N,N'-bis(hydroxyethyl)-hexanediamine OCCNC(CCCCC)NCCO